C1(CCC1)CNCC=1NC2=CC(=CC=C2C1)CN1N=NC(=C1)C1=C2C=NNC2=CC(=C1)N(C)C 4-(1-((2-(((cyclobutylmethyl)amino)methyl)-1H-indole-6-yl)methyl)-1H-1,2,3-triazol-4-yl)-N,N-dimethyl-1H-indazole-6-amine